8-cyclohexyl-5-methyl-2-((6-methylbenzo[d][1,3]dioxol-5-yl)amino)-5,8-dihydropteridine-6,7-dione C1(CCCCC1)N1C(C(N(C=2C=NC(=NC12)NC1=CC2=C(OCO2)C=C1C)C)=O)=O